C(#N)C1=CNC2=C(C=CC(=C12)CC)NS(=O)(=O)C1=CC=C(C=C1)[C@@H](C)NC(OC(C)(C)C)=O t-butyl [(1R)-1-{4-[(3-cyano-4-ethyl-1H-indol-7-yl)sulfamoyl]phenyl}ethyl]carbamate